C(CCC)S(=O)(=O)ON=C(C#N)C1=CC=CC=C1 alpha-(n-butylsulfonyloxyimino)phenylacetonitrile